N-(cyclohexylidene)-3-(diethoxysilyl)methyl-1-propaneamine C1(CCCCC1)=NCCCC[SiH](OCC)OCC